2-{6-bromo-[1,3]oxazolo[5,4-b]pyridin-2-yl}pyrazin BrC=1C=C2C(=NC1)OC(=N2)C2=NC=CN=C2